2-phenylpropane-1,3-diol C1(=CC=CC=C1)C(CO)CO